FC=1C=C(C(=O)OC23CCN(CC2)CC3)C=C(C1)NC(CN1N=C(C(=C1)C1=CC=NC3=CC=CC=C13)C1=NC(=CC=C1)C)=O quinuclidin-4-yl 3-fluoro-5-(2-(3-(6-methylpyridin-2-yl)-4-(quinolin-4-yl)-1H-pyrazol-1-yl)acetamido)benzoate